tert-butyl 4-(1-methyl-3-methylsulfonyloxy-propyl)piperidine-1-carboxylate CC(CCOS(=O)(=O)C)C1CCN(CC1)C(=O)OC(C)(C)C